naphthalene-1,4,5-tricarboxylic acid C1(=CC=C(C=2C(=CC=CC12)C(=O)O)C(=O)O)C(=O)O